4-{6-[2-(5-Fluoro-2,7-dimethyl-benzo[b]thiophen-3-yl)-ethylamino]-pyrimidin-4-yl}-benzamid FC1=CC2=C(SC(=C2CCNC2=CC(=NC=N2)C2=CC=C(C(=O)N)C=C2)C)C(=C1)C